1-tert-butyl-3-(naphthalen-1-yl)-1H-pyrazolo[3,4-d]pyrimidin-4-amine C(C)(C)(C)N1N=C(C=2C1=NC=NC2N)C2=CC=CC1=CC=CC=C21